BrC1=C(C(=C2C(NC(NC2=C1F)=O)=O)F)C=C 7-bromo-5,8-difluoro-6-vinyl-1,2,3,4-tetrahydroquinazoline-2,4-dione